2-(2,6-difluoro-phenyl)-4-[(5-piperazin-1-yl-2-pyridyl)amino]-6H-1,6-naphthyridin-5-one FC1=C(C(=CC=C1)F)C1=NC=2C=CNC(C2C(=C1)NC1=NC=C(C=C1)N1CCNCC1)=O